The molecule is a fatty amide that is the carboxamide derived from palmitic acid. It has a role as a metabolite. It derives from a hexadecanoic acid. CCCCCCCCCCCCCCCC(=O)N